OC1=CC=C(C=C1)C1=CC(=CC(=C1)[C@@H](C)NC(C1=C(C=CC(=C1)OCCN(C)C)C)=O)C1=CC=C(C=C1)O (R)-N-(1-(4,4''-dihydroxy-[1,1':3',1''-terphenyl]-5'-yl)ethyl)-5-(2-(dimethylamino)ethoxy)-2-methylbenzamide